5-(6-acetyl-4-(phenyl-(tetrahydro-2H-pyran-4-yl)methyl)-4H-thieno[2',3':4,5]pyrrolo[3,2-b]pyridin-2-yl)-1,3-dimethylpyridin-2(1H)-one C(C)(=O)C=1C=C2C(=NC1)C1=C(N2C(C2CCOCC2)C2=CC=CC=C2)C=C(S1)C=1C=C(C(N(C1)C)=O)C